O=C1NC(CCC1C1=NN(C2=CC(=CC=C12)OCC(=O)NCC1CC(CC1)O)C)=O 2-((3-(2,6-dioxopiperidin-3-yl)-1-methyl-1H-indazol-6-yl)oxy)-N-((3-hydroxy-cyclopentyl)methyl)acetamide